OC(C)(C)C1=C(C=CC=C1)C(C)(C)O di(α-hydroxyisopropyl)benzene